5-(7-fluoro-imidazo[1,2-a]pyridin-3-yl)-8-((5-(3-(2-hydroxy-propan-2-yl)piperidin-1-yl)pyridin-2-yl)amino)isoquinolin-1(2H)-one FC1=CC=2N(C=C1)C(=CN2)C2=C1C=CNC(C1=C(C=C2)NC2=NC=C(C=C2)N2CC(CCC2)C(C)(C)O)=O